BrC1=CC(=C(C=2C=CC=NC12)N)I 8-Bromo-6-iodoquinolin-5-amine